dichlorobis(4-methyl-isopropyl-phenyl)ruthenium (II) Cl[Ru-2](C1=C(C=C(C=C1)C)C(C)C)(C1=C(C=C(C=C1)C)C(C)C)Cl